FC1=CC=C(C=C1)C1=CC(=NO1)CN1C(C(N(C=C1)C1(CCC1)C)=O)=O 1-((5-(4-fluorophenyl)isoxazol-3-yl)methyl)-4-(1-methylcyclobutyl)-1,4-dihydropyrazine-2,3-dione